Tetramethyl (2E,2'E)-2,2'-[carbonylbis(oxy[4-methoxy-3,1-phenylene]methanylidene)]dibutanedioate C(=O)(OC=1C=C(C=CC1OC)\C=C(\C(=O)OC)/CC(=O)OC)OC=1C=C(C=CC1OC)\C=C(\C(=O)OC)/CC(=O)OC